(R)-5-methyl-5-{4-[4-(1-p-tolyl-1H-pyrazol-4-yl)piperidine-1-carbonyl]phenyl}imidazolidine-2,4-dione C[C@]1(C(NC(N1)=O)=O)C1=CC=C(C=C1)C(=O)N1CCC(CC1)C=1C=NN(C1)C1=CC=C(C=C1)C